[N+](=O)([O-])C=1C=C2C(=NC=NC2=CC1OS(=O)(=O)C(F)(F)F)NC1=CC=C(C=C1)OC1=CC=CC=C1 [6-nitro-4-(4-phenoxyanilino)quinazolin-7-yl]trifluoromethanesulfonate